dodecyl L-leucinate N[C@@H](CC(C)C)C(=O)OCCCCCCCCCCCC